N-[3-(phenylsulfonyloxy)phenyl]-N'-[3-(m-toluenesulfonyloxy)phenyl]urea C1(=CC=CC=C1)S(=O)(=O)OC=1C=C(C=CC1)NC(=O)NC1=CC(=CC=C1)OS(=O)(=O)C=1C=C(C)C=CC1